C(C)OC=1NP(P(P(C1)(F)F)(F)F)F ethoxy(pentafluoro)triphosphazine